N-hydroxyheptylsuccinimide 2-furylacrylate O1C(=CC=C1)OC(C=C)=O.OCCCCCCCN1C(CCC1=O)=O